5-(hydroxymethyl)-N,N-dimethyl-2-((1-(methylsulfonyl)piperidin-4-yl)methoxy)benzenesulfonamide OCC=1C=CC(=C(C1)S(=O)(=O)N(C)C)OCC1CCN(CC1)S(=O)(=O)C